Mesitylene-2-sulfonyl chloride C1(=C(C(=CC(=C1)C)C)S(=O)(=O)Cl)C